C(#N)C1=C(C=C(C=C1)C=1N=C(N(C(C1C1=CC(=C(C=C1)OC)F)=O)C)N1CCC(CC1)NC(OC(C)(C)C)=O)F tert-butyl N-[1-[4-(4-cyano-3-fluorophenyl)-5-(3-fluoro-4-methoxyphenyl)-1-methyl-6-oxopyrimidin-2-yl]piperidin-4-yl]carbamate